ClC1=NC=CC(=N1)NCC(C)(O)C 1-((2-chloropyrimidin-4-yl)amino)-2-methylpropan-2-ol